O1CCN(CC1)C1=CC(=C(CN2CC3C(C2)CN(C3)C(=O)N3N=C(C=C3)C(=O)N)C=C1)C(F)(F)F 1-(5-(4-morpholino-2-(trifluoromethyl)benzyl)octahydropyrrolo[3,4-c]pyrrole-2-carbonyl)-1H-pyrazole-3-carboxamide